4-(2-pyridyldithio)-pentanoic acid, 2,5-dioxo-1-pyrrolidinyl ester N1=C(C=CC=C1)SSC(CCC(=O)ON1C(CCC1=O)=O)C